[Si](C1=CC=CC=C1)(C1=CC=CC=C1)(C(C)(C)C)OCCCCCCCCC(=O)N(C)OC 9-((tert-butyldiphenylsilyl)oxy)-N-methoxy-N-methylnonanamide